NC1=C(C=C(C=C1)C)P(O)(O)=O 2-amino-5-methylphenyl-phosphonic acid